4-methoxy-5-(1-methylpiperidin-3-yl)-1H-indazole-7-carboxamide COC1=C2C=NNC2=C(C=C1C1CN(CCC1)C)C(=O)N